(3-fluoro-2-formylphenyl)boric acid FC=1C(=C(C=CC1)OB(O)O)C=O